CN(/C=C/C(=O)C1=C(N=C(S1)NC(C)C)C)C (E)-3-(dimethylamino)-1-(2-(isopropylamino)-4-methylthiazol-5-yl)prop-2-en-1-one